ClC1=C(OCC(=O)C2=CC(=C(C=C2)C2=NOC(=N2)C(F)(F)F)F)C=CC(=C1)F 2-(2-chloro-4-fluorophenoxy)-1-(3-fluoro-4-(5-(trifluoromethyl)-1,2,4-oxadiazol-3-yl)phenyl)ethan-1-one